S(=O)(=O)([O-])[O-].[Cu+2].C(CCNC([C@H](O)C(C)(C)CO)=O)(=O)O Pantothenic Acid Copper Sulfate